CC1(CCC=2C(=NNC2C1)C=1NC2=CC(=CC=C2C1)C(=O)N1CCN(CC1)CC1CCN(CC1)C=1C=CC(=NC1)C1C(NC(CC1)=O)=O)C 3-(5-(4-((4-(2-(6,6-dimethyl-4,5,6,7-tetrahydro-1H-indazol-3-yl)-1H-indole-6-carbonyl)piperazin-1-yl)methyl)piperidin-1-yl)pyridin-2-yl)piperidine-2,6-dione